C(C)OC(C(C(C)=O)=COCC)=O.C(C=C)C=1C=C(C(=C(C1)C1=C(C=CC(=C1)CC=C)O)O)C=CC(=O)C1=C(C=CC=C1)F 3-(5,5'-diallyl-2,2'-dihydroxy-[1,1'-biphenyl]-3-yl)-1-(2-fluorophenyl)prop-2-en-1-one ethyl-2-(ethoxymethylene)-3-oxobutyrate